((5-(dimethylphosphoryl)-1-(4-(trifluoromethyl)phenyl)-1H-indazol-3-yl)methyl)acrylamide CP(=O)(C)C=1C=C2C(=NN(C2=CC1)C1=CC=C(C=C1)C(F)(F)F)CC(C(=O)N)=C